2-((1s,2s)-1-(2-cyano-5-fluorophenyl)-1-(5,6-dimethylpyrazin-2-yl)propan-2-yl)-5-hydroxy-N-(isoxazol-4-yl)-1-methyl-6-oxo-1,6-dihydropyrimidine-4-carboxamide C(#N)C1=C(C=C(C=C1)F)[C@H]([C@H](C)C=1N(C(C(=C(N1)C(=O)NC=1C=NOC1)O)=O)C)C1=NC(=C(N=C1)C)C